C(#N)N1[C@H]2[C@@H](C[C@@H]1CC2)NC(C2=CC=C(C=C2)N2N=CC(=C2)C)=O N-((1R,2R,4S)-7-cyano-7-azabicyclo[2.2.1]heptan-2-yl)-4-(4-methyl-1H-pyrazol-1-yl)benzamide